ethyl 7-oxo-1-(2-((triisopropylsilyl)oxy)ethyl)-4,5,6,7-tetrahydro-1H-pyrazolo[3,4-c]pyridine-3-carboxylate O=C1NCCC2=C1N(N=C2C(=O)OCC)CCO[Si](C(C)C)(C(C)C)C(C)C